N-(2-methylaminoethyl)-N'-methyl-piperazine CNCCN1CCN(CC1)C